(Z)-1,1,1,4,4,4-hexafluoro-2-methyl-but-2-ene FC(\C(=C/C(F)(F)F)\C)(F)F